ClC1=C(NC=2N(C1=O)N=C(N2)C2=CC=CC=C2)COC2=C(C(=CC=C2)Cl)C2CC2 6-chloro-5-((3-chloro-2-cyclopropylphenoxy)methyl)-2-phenyl-[1,2,4]triazolo[1,5-a]pyrimidin-7(4H)-one